(R)-2-((6-chloro-3,5-dicyano-4-ethylpyridin-2-yl)thio)-2-phenylacetamide ClC1=C(C(=C(C(=N1)S[C@@H](C(=O)N)C1=CC=CC=C1)C#N)CC)C#N